1-{6-[5-(difluoromethyl)-1-methylbenzimidazol-2-yl]-5-(methylsulfonylimino)pyridin-2-yl}-N-ethoxy-ethaneimine FC(C1=CC2=C(N(C(=N2)C=2C(CC=C(N2)C(C)=NOCC)=NS(=O)(=O)C)C)C=C1)F